[Si](C)(C)(C(C)(C)C)OCC1=C(N=CC(=N1)C(=O)N1C(CN(CC1)[C@H](C(=O)NC1=NC=C(N=C1)OC1=C(C=C(C=C1)F)F)C)(C)C)OC (S)-2-(4-(6-(((tert-butyldimethylsilyl)oxy)methyl)-5-methoxypyrazine-2-carbonyl)-3,3-dimethylpiperazin-1-yl)-N-(5-(2,4-difluorophenoxy)pyrazin-2-yl)propanamide